CC1=CC=C(C=C1)S(=O)(=O)[O-].C(C=C)(=O)OCCC[N+](C)(C)C acryloyloxypropyltrimethyl-ammonium toluene-4-sulfonate